The molecule is a long-chain fatty acid that is icosanoic acid in which the hydrogens at the beta-position are replaced by an oxo group. It is a 3-oxo monocarboxylic acid and a long-chain fatty acid. It derives from an icosanoic acid. CCCCCCCCCCCCCCCCCC(=O)CC(=O)O